(1-methyl-1H-indazol-7-yl)-6-(2-morpholinothiazol-5-yl)pyridine-3-sulfonamide CN1N=CC2=CC=CC(=C12)C1=NC(=CC=C1S(=O)(=O)N)C1=CN=C(S1)N1CCOCC1